ethyl 1-(1-(4-bromobenzyl)-1H-indol-5-yl)-5-methyl-1H-1,2,4-triazole-3-carboxylate BrC1=CC=C(CN2C=CC3=CC(=CC=C23)N2N=C(N=C2C)C(=O)OCC)C=C1